methyl 3-(4-(4-((2-((tert-butoxycarbonyl)amino)ethyl) amino)piperidin-1-yl)-3-(3,5-difluorophenyl)quinolin-6-yl)picolinate C(C)(C)(C)OC(=O)NCCNC1CCN(CC1)C1=C(C=NC2=CC=C(C=C12)C=1C(=NC=CC1)C(=O)OC)C1=CC(=CC(=C1)F)F